(4aR,8aS)-6-(4-(4-bromophenyl)piperidine-1-carbonyl)hexahydro-2H-pyrido[4,3-b][1,4]oxazin-3(4H)-one BrC1=CC=C(C=C1)C1CCN(CC1)C(=O)N1C[C@@H]2[C@@H](OCC(N2)=O)CC1